COC1=CC=C2C=CC=C(C2=C1)CCC(CC)NC (2-(7-methoxynaphthalen-1-yl)ethyl)-N-methylpropan-1-amine